CN([C@@H](C(C)C)C(=O)OC)C(=O)N1C[C@@H](N(CC1)C(=O)C1[N@@](C1)C(C1=CC=CC=C1)(C1=CC=CC=C1)C1=CC=CC=C1)C methyl N-methyl-N-((S)-3-methyl-4-((R)-1-tritylaziridine-2-carbonyl)piperazine-1-carbonyl)-L-valinate